2-(3-((benzyloxy)methyl)-4-ethyl-5-oxo-4,5-dihydro-1H-1,2,4-triazol-1-yl)-8-bromo-3-fluoro-6-(2-methoxyphenyl)-1,6-naphthyridin-5(6H)-one C(C1=CC=CC=C1)OCC1=NN(C(N1CC)=O)C1=NC=2C(=CN(C(C2C=C1F)=O)C1=C(C=CC=C1)OC)Br